1-chloromethyl ethyl Ether C(C)OCCl